CC1(C(N2C(CC2S1)=O)C(=O)O)CN1N=NC=C1 3-methyl-7-keto-3-(1H-1,2,3-triazol-1-ylmethyl)-4-thia-1-azabicyclo[3.2.0]heptane-2-carboxylic acid